BrC=1C(=NC(=C(C1)COC1CCC1)C)NC1=C(C(=CC=C1C)OCC1=CC=C(C=C1)OC)C 3-Bromo-5-(cyclobutoxymethyl)-N-(3-((4-methoxybenzyl)oxy)-2,6-dimethylphenyl)-6-methylpyridin-2-amine